ClC=1C=C(C=CC1)[C@@H]1N(C[C@H](CC1)C)C(C(=O)N)=O 2-((2R,5S)-2-(3-chlorophenyl)-5-methylpiperidin-1-yl)-2-oxoacetamide